C(CCC)(=O)OCCC=CCC (E) and (Z)-3-hexenyl butyrate